C1=CN=C2N1C1=C(CC[C@H]2NC(=O)C2=NN(C=N2)CC2=C(C=CC=C2)F)C=CC=C1 |r| (+-)-N-(5,6-dihydro-4H-benzo[f]imidazo[1,2-a]azepin-4-yl)-1-(2-fluorobenzyl)-1H-1,2,4-triazole-3-carboxamide